NCCCO[Si](OC)(OC)CCCCCCCC 2-aminoethyloctyltrimethoxysilane